3-(4-((3S,4R)-4-((5-cyclopropyl-3-(2,6-dichlorophenyl)isoxazol-4-yl)methoxy)-3-methylpiperidin-1-yl)phenyl)-1,2,4-oxadiazol-5(4H)-one C1(CC1)C1=C(C(=NO1)C1=C(C=CC=C1Cl)Cl)CO[C@H]1[C@H](CN(CC1)C1=CC=C(C=C1)C1=NOC(N1)=O)C